C1(CC1)[C@@H](\C=C\[S@@](=O)(=NC)C)NC(=O)C=1C(=NC(=NC1)C(C)(F)F)OC1=CC=CC=C1 N-((S,E)-1-cyclopropyl-3-((R)-N,S-dimethylsulfonimidoyl)allyl)-2-(1,1-difluoroethyl)-4-phenoxypyrimidine-5-carboxamide